ICC\C=C\CCCCCCCCCCCC(OC)OC (3E)-1-iodo-16,16-dimethoxy-3-hexadecene